((7-(((5S,8S,10aR)-2-(3-chloro-5-methyl-benzoyl)-8-(morpholine-4-carbonyl)-6-oxodecahydropyrrolo[1,2-a][1,4]diazocin-5-yl)carbamoyl)naphthalen-2-yl)fluoromethyl)phosphonic acid ClC=1C=C(C(=O)N2C[C@@H]3N(C([C@H](CC2)NC(=O)C2=CC=C4C=CC(=CC4=C2)C(F)P(O)(O)=O)=O)[C@@H](CC3)C(=O)N3CCOCC3)C=C(C1)C